(1S,2S)-N-[3-(5-chloro-2,4-dimethoxypyridin-3-yl)-1-{[2-(trimethylsilyl)ethoxy]methyl}pyrrolo[2,3-b]pyridin-6-yl]-2-fluorocyclopropane-1-carboxamide ClC=1C(=C(C(=NC1)OC)C1=CN(C2=NC(=CC=C21)NC(=O)[C@H]2[C@H](C2)F)COCC[Si](C)(C)C)OC